ClCC\C(=C/C/C=C(/CCC=C(C)C)\C)\C (6E,9Z)-12-Chloro-2,6,10-trimethyl-2,6,9-dodecatriene